CC1=C(C=CC(=C1)C)S(=O)(=O)OC1CCN(CC1)S(=O)(=O)C (1-(methyl-sulfonyl)-piperidin-4-yl) methyl-4-methyl-benzenesulfonate